4-(3-Nitrophenoxy)-1-butanol [N+](=O)([O-])C=1C=C(OCCCCO)C=CC1